ClC=1C=CC2=C(C(N(C(O2)=O)C2=C(C=C(C=C2)Cl)F)=O)C1 6-Chloro-3-(4-chloro-2-fluorophenyl)-1,3-benzoxazine-2,4-dione